3-(6-(1-(((3S,4R)-3-fluoropiperidin-4-yl)methyl)piperidin-4-yl)-1-methyl-1H-indazol-3-yl)piperidine-2,6-dione F[C@@H]1CNCC[C@@H]1CN1CCC(CC1)C1=CC=C2C(=NN(C2=C1)C)C1C(NC(CC1)=O)=O